COB(O)O methyl-boric acid